FC(C1(CCC1)O)(F)F 1-(Trifluoromethyl)cyclobutan-1-ol